CC1=CC=C(C=C1)S(=O)(=O)OCCOCCOCCOCCOC 1-2,5,8,11-Tetraoxatridecan-13-yl 4-methylbenzenesulfonate